(S)-6-(2-benzyl-4,4-dimethyl-azepan-1-yl)-4-morpholinopyridin-2(1H)-one C(C1=CC=CC=C1)[C@H]1N(CCCC(C1)(C)C)C1=CC(=CC(N1)=O)N1CCOCC1